COC1=C(CNS(=O)(=O)C2=C(C=CC(=C2)[N+](=O)[O-])N2N=CC(=C2)C(=O)O)C=CC(=C1)OC {2-[(2,4-dimethoxybenzyl)sulfamoyl]-4-nitrophenyl}-1H-pyrazole-4-carboxylic acid